tert-butyl (1-phenylazetidin-3-yl)carbamate C1(=CC=CC=C1)N1CC(C1)NC(OC(C)(C)C)=O